C(CCCCC)C=COCC 2-Ethyl Hexyl-Vinyl Ether